[K+].[K+].CC1CC(C(CC1)C(=O)[O-])C(=O)[O-] 4-methylcyclohexane-1,2-dicarboxylic acid dipotassium salt